FC(C1=CC=C2C(=CC=NC2=C1)NC1=C2C=CNC2=C(C=C1)C)F 7-(difluoromethyl)-N-(7-methyl-1H-indol-4-yl)quinolin-4-amine